C1(=C(C=CC=C1)C1=C([Se]C2=C1C=CC=C2)C2=C(C=CC=C2)C2=NN=NC(=C2C2=C(C=CC=C2)C2=CC=CC=C2)C2=CC=CC=C2)C2=CC=CC=C2 [(biphenylyl)benzoselenopheneyl][phenyl(biphenylyl)triazinyl]benzene